N-[4-(3-fluorophenoxy)-3-sulfamoylphenyl]-2-phenylacetamide FC=1C=C(OC2=C(C=C(C=C2)NC(CC2=CC=CC=C2)=O)S(N)(=O)=O)C=CC1